(2r,4r,6s)-tert-butyl 4-(2-((trans)-4-(dibenzylamino) cyclohexyl) ethoxy)-2,6-dimethylpiperidine-1-carboxylate C(C1=CC=CC=C1)N([C@@H]1CC[C@H](CC1)CCOC1C[C@H](N([C@H](C1)C)C(=O)OC(C)(C)C)C)CC1=CC=CC=C1